C(#N)C=1C=C(C=NC1OC)NC(=O)C=1C=NN(C1C(F)(F)F)C1=C2C=CNC(C2=CC=C1)=O N-(5-Cyano-6-methoxypyridin-3-yl)-1-(1-oxo-1,2-dihydroisochinolin-5-yl)-5-(trifluoromethyl)-1H-pyrazol-4-carboxamid